4-[4-bromo-3-hydroxy-6-(2-methyl-4-trifluoromethyl-phenyl)-pyridin-2-yl]-4-oxo-butyric acid ethyl ester C(C)OC(CCC(=O)C1=NC(=CC(=C1O)Br)C1=C(C=C(C=C1)C(F)(F)F)C)=O